FC(C1=CC=C(C=N1)C1=C(C=NC=C1)C(=O)N)(F)F 6-(trifluoromethyl)-[3,4'-bipyridine]-3'-carboxamide